8-(difluoromethoxy)-4,5-dihydronaphtho[2,1-d]isoxazol-3-amine FC(OC1=CC=C2CCC=3C(=NOC3C2=C1)N)F